6-methyl-N-(1-methylcyclopropyl)-5-[4-(6-methylpyridin-3-yl)piperidine-1-carbonyl]furo[2,3-d]pyrimidin-4-amine CC1=C(C2=C(N=CN=C2NC2(CC2)C)O1)C(=O)N1CCC(CC1)C=1C=NC(=CC1)C